trans-4-methoxy-3-butene CO/C=C/CC